1-[4-(4-{3-[(2R)-2-methyl-pyrrolidin-1-yl]-propoxy}-phenoxy)-piperidin-1-yl]-ethanone dihydrobromide salt Br.Br.C[C@H]1N(CCC1)CCCOC1=CC=C(OC2CCN(CC2)C(C)=O)C=C1